ClC1=NC=C(C=C1C(=O)NC1(CC1)C#N)OC[C@H](C)N(S(=O)(=O)C(F)(F)F)C 2-chloro-N-(1-cyanocyclopropyl)-5-[(2S)-2-[methyl(trifluoromethylsulfonyl)amino]propoxy]pyridine-3-carboxamide